CC1=NN(C(=C1)C)CCCC1=C(N=C2SC3=C(N21)C=CC(=C3)C(=O)N)C3=CC=C(C=C3)C(NC)=O (3-(3,5-dimethyl-1H-pyrazol-1-yl)propyl)-2-(4-(methylcarbamoyl)phenyl)benzo[d]imidazo[2,1-b]thiazole-7-carboxamide